C(#N)C[C@@H]1N(CCN(C1)C1=NC=NC2=CC(=C3C(=C12)OCCC3)OS(=O)(=O)C(F)(F)F)C(=O)OCC3=CC=CC=C3 benzyl (S)-2-(cyanomethyl)-4-(5-(((trifluoromethyl)sulfonyl)oxy)-3,4-dihydro-2H-pyrano[2,3-f]quinazolin-10-yl)piperazine-1-carboxylate